C(C)(C)(C)OC(=O)N1CCN(CC1)C(NC(C1=CC=C(C=C1)OC)=O)=O 4-((4-methoxybenzoyl)carbamoyl)piperazine-1-carboxylic acid tert-butyl ester